3-chloro-4-fluoro-2-methylbenzonitrile ClC=1C(=C(C#N)C=CC1F)C